3-chloro-5-fluoro-2-((4-methoxyphenoxy)methyl)benzoic acid ClC=1C(=C(C(=O)O)C=C(C1)F)COC1=CC=C(C=C1)OC